7-acetyl-3-methyl-6-phenyl-5H-thiazolo[3,2-a]Pyridin-5-one C(C)(=O)C=1C=C2N(C(C1C1=CC=CC=C1)=O)C(=CS2)C